diisobutyl(dec-9-en-1-yl)aluminum C(C(C)C)[Al](CCCCCCCCC=C)CC(C)C